6-chloro-4-[2-(4-fluorophenyl)-3a,6a-dimethyl-1,3,4,6-tetrahydropyrrolo[3,4-c]pyrrol-5-yl]-1-methyl-2-oxo-1,5-naphthyridine-3-carbonitrile ClC=1N=C2C(=C(C(N(C2=CC1)C)=O)C#N)N1CC2(C(C1)(CN(C2)C2=CC=C(C=C2)F)C)C